3-(N-(4-((2-amino-7H-pyrrolo[2,3-d]pyrimidin-4-yl)oxy)phenyl)sulfamoyl)propanoic acid NC=1N=C(C2=C(N1)NC=C2)OC2=CC=C(C=C2)NS(=O)(=O)CCC(=O)O